CN(CCOB1OC(CC(O1)(C)C)C)C 2-(β-dimethylaminoethoxy)-4,4,6-trimethyl-1,3,2-dioxaborinane